(2R,4R,5R)-4-ethyl-5-fluoro-N-((S,E)-4-(methylsulfonyl)but-3-en-2-yl)-2-phenylpiperidine-1-carboxamide C(C)[C@@H]1C[C@@H](N(C[C@@H]1F)C(=O)N[C@@H](C)\C=C\S(=O)(=O)C)C1=CC=CC=C1